1-(5-fluoropyridin-3-yl)-1H-indole-5-carboxylic acid FC=1C=C(C=NC1)N1C=CC2=CC(=CC=C12)C(=O)O